N-((3-nitro-4-(7-(oxetan-3-yl)-2,7-diazaspiro[3.5]nonan-2-yl)phenyl)sulfonyl)benzamide [N+](=O)([O-])C=1C=C(C=CC1N1CC2(C1)CCN(CC2)C2COC2)S(=O)(=O)NC(C2=CC=CC=C2)=O